ClC1=C(C(=CC=C1F)Cl)C(C)NC(CN1C(NC2=CC=CC=C2C1=O)=O)=O N-[1-(2,6-Dichloro-3-fluorophenyl)ethyl]-1,4-dihydro-2,4-dioxo-3(2H)-quinazolineacetamide